[2H]CO[C@]1(C2=CC=C3[C@]4(CC[C@]5(CC[C@](C[C@H]5[C@@]4(CC[C@]3(C2=CC(C1=O)=O)C)C)(C(=O)O)C)C)C)C (2R,4aS,6aS,9S,12bR,14aS,14bR)-9-(deuteromethoxy)-2,4a,6a,9,12b,14a-hexamethyl-10,11-dioxo-1,2,3,4,4a,5,6,6a,9,10,11,12b,13,14,14a,14b-hexadecahydropicene-2-carboxylic acid